4-(4-methoxyphenyl)-5-(4-methoxyphenyl)-2-(trifluoromethyl)pyridine COC1=CC=C(C=C1)C1=CC(=NC=C1C1=CC=C(C=C1)OC)C(F)(F)F